3-(6-(5-(((1s,3s)-adamantan-1-yl)amino)pent-1-yn-1-yl)-2-methyl-4-oxoquinazolin-3(4H)-yl)piperidine-2,6-dione C12(CC3CC(CC(C1)C3)C2)NCCCC#CC=2C=C3C(N(C(=NC3=CC2)C)C2C(NC(CC2)=O)=O)=O